3-((15-(pentafluoro-λ6-sulfanyl)pentadecyl)oxy)propyl hydrogen ((((R)-1-(6-amino-9H-purin-9-yl)propan-2-yl)oxy)methyl)phosphonate NC1=C2N=CN(C2=NC=N1)C[C@@H](C)OCP(OCCCOCCCCCCCCCCCCCCCS(F)(F)(F)(F)F)(O)=O